tert-butyl (1-(4-hydroxybutyl)cyclopropyl)carbamate OCCCCC1(CC1)NC(OC(C)(C)C)=O